(tolylcumyl)-iodonium tetrakis-(pentafluorophenyl)-borate FC1=C(C(=C(C(=C1[B-](C1=C(C(=C(C(=C1F)F)F)F)F)(C1=C(C(=C(C(=C1F)F)F)F)F)C1=C(C(=C(C(=C1F)F)F)F)F)F)F)F)F.C1(=C(C=CC=C1)CC(C)(C1=CC=CC=C1)[IH+])C